C(#N)C1=NN(C=2[C@H](CCCC12)OC12CC(C1)(C2)C(=O)O)C2=CC(=C(C=C2)F)O[C@@H](C)C2=CC1=C(OC(O1)(F)F)C=C2 3-[[(7S)-3-cyano-1-[3-[(1S)-1-(2,2-difluoro-1,3-benzodioxol-5-yl)ethoxy]-4-fluoro-phenyl]-4,5,6,7-tetrahydroindazol-7-yl]oxy]bicyclo[1.1.1]pentane-1-carboxylic acid